[O].[C].[N].[Fe] iron nitrogen carbon oxygen